N-[1-(2,2-difluoro-5-prop-2-ynyloxy-pentyl)-6-methyl-2-oxo-5-(2,3,6-trifluorophenyl)-3-piperidinyl]carbamic acid tert-butyl ester C(C)(C)(C)OC(NC1C(N(C(C(C1)C1=C(C(=CC=C1F)F)F)C)CC(CCCOCC#C)(F)F)=O)=O